FC1=NN=C2N1C1=CC=CC=C1C(=N2)N2CCCC1=C(C=CC=C21)C#CC(C(F)(F)F)(C)C fluoro-5-(5-(4,4,4-trifluoro-3,3-dimethylbut-1-yn-1-yl)-3,4-dihydroquinolin-1(2H)-yl)-[1,2,4]triazolo[4,3-a]quinazoline